[Cl-].C(C=C)(=O)OC=C vinyl acrylate chloride